8-((2s,5r)-4-((2,2-difluorobenzo[d][1,3]dioxol-5-yl)methyl)-2,5-dimethylpiperazin-1-yl)-5-methyl-6-oxo-5,6-dihydro-1,5-naphthyridine-2-carbonitrile FC1(OC2=C(O1)C=CC(=C2)CN2C[C@@H](N(C[C@H]2C)C2=CC(N(C=1C=CC(=NC21)C#N)C)=O)C)F